Cl.ClC=1N=C(N2N=C(N=CC21)N[C@H]2[C@@H](CN(CC2)S(=O)(=O)C)F)C2CCNCC2 (3R,4R)-N-[5-chloro-7-(piperidin-4-yl)imidazo[4,3-f][1,2,4]triazin-2-yl]-3-fluoro-1-methanesulfonylpiperidin-4-amine hydrochloride